N-(2-Chloro-3'-(5-formyl-4-methoxypicolinamido)-2'-methyl-[1,1'-biphenyl]-3-yl)-1,5-dimethyl-4,5,6,7-tetrahydro-1H-imidazo[4,5-c]pyridine-2-carboxamide ClC1=C(C=CC=C1NC(=O)C=1N(C2=C(CN(CC2)C)N1)C)C1=C(C(=CC=C1)NC(C1=NC=C(C(=C1)OC)C=O)=O)C